(3aS,14aR)-10-(2,2-Difluorophenyl)-5-methyl-2,3,3a,5,6,9,10,11,12,14a-decahydro-1H-cyclopenta[f]pyrido[4'',3'':4',5']thieno[2',3':4,5]pyrimido[1,2-a][1,4]diazepine-4,13-dione FC1(C(C=CC=C1)N1CC2=C(C3=C(N=C4N([C@H]5[C@@H](C(N(C4)C)=O)CCC5)C3=O)S2)CC1)F